COC=1C=CC(=NC1C(=O)OC)C=1CCN(CC1)C(=O)OC(C)(C)C 1'-(tert-butyl) 6-methyl 5-methoxy-3',6'-dihydro-[2,4'-bipyridine]-1',6(2'H)-dicarboxylate